C(=O)C1=C(OCC2=C(C=C3N2C=CN=C3)C(=O)N)C=CC(=C1)OC 6-((2-formyl-4-methoxyphenoxy)methyl)pyrrolo[1,2-a]pyrazine-7-carboxamide